N-[(1R)-1-(3-Hydroxy-4-methoxy-phenyl)ethyl]-2-methyl-5-(4-methylpiperazin-1-yl)benzamide OC=1C=C(C=CC1OC)[C@@H](C)NC(C1=C(C=CC(=C1)N1CCN(CC1)C)C)=O